N-[3-[5-chloro-2-(difluoromethoxy)phenyl]-1-[(3S,4S)-4-hydroxypiperidin-3-yl]-1H-pyrazol-4-yl]Pyrazolo[1,5-a]Pyrimidine-3-carboxamide hydrochloride Cl.ClC=1C=CC(=C(C1)C1=NN(C=C1NC(=O)C=1C=NN2C1N=CC=C2)[C@H]2CNCC[C@@H]2O)OC(F)F